3-phenyloxirane-2,2-dicarboxylic acid diethyl ester C(C)OC(=O)C1(OC1C1=CC=CC=C1)C(=O)OCC